(S)-3-methyl-4-(5-(pyridin-2-yl)-7-tosyl-7H-pyrrolo[2,3-d]pyrimidin-4-yl)piperazine-1-carboxylic acid tert-butyl ester C(C)(C)(C)OC(=O)N1C[C@@H](N(CC1)C=1C2=C(N=CN1)N(C=C2C2=NC=CC=C2)S(=O)(=O)C2=CC=C(C)C=C2)C